O=C1CN(CCC1C(=O)OCC)C1=CC=CC=C1 ethyl 3-oxo-1-phenylpiperidine-4-carboxylate